(2R,3S,5S)-5-(6-(cyclopropylamino)-9H-purin-9-yl)-2-ethynyl-2-(hydroxymethyl)tetrahydrofuran-3-ol C1(CC1)NC1=C2N=CN(C2=NC=N1)[C@@H]1C[C@@H]([C@](O1)(CO)C#C)O